sodium Acridine [(2R,3S,5R)-2-ethyl-5-(6-hydroxypurin-9-yl)-3-(4-methylbenzoyl)oxy-tetrahydrofuran-2-yl]methyl-4-methylbenzoate C(C)[C@@]1(O[C@H](C[C@@H]1OC(C1=CC=C(C=C1)C)=O)N1C2=NC=NC(=C2N=C1)O)COC(C1=CC=C(C=C1)C)=O.C1=CC=CC2=NC3=CC=CC=C3C=C12.[Na]